(3R)-2'-{6-amino-5-[(1R)-1-(pyridin-2-yl)ethoxy]pyridin-3-yl}-N-ethyl-5',6'-dihydrospiro[pyrrolidine-3,4'-pyrrolo[1,2-b]pyrazole]-1-carboxamide NC1=C(C=C(C=N1)C=1C=C2N(N1)CC[C@]21CN(CC1)C(=O)NCC)O[C@H](C)C1=NC=CC=C1